ClC1=CC=C(C=N1)C(=O)NC=1C=C(N(N1)CC1=CC=C(C=C1)OC)C(=O)OC methyl 5-[(6-chloropyridine-3-carbonyl)amino]-2-[(4-methoxyphenyl)-methyl]pyrazole-3-carboxylate